acryloyloxyPropyltriethoxysilane bis(1,1-dimethylethyl)dicarbonate CC(C)(C)OC(=O)OC(=O)OC(C)(C)C.C(C=C)(=O)OCCC[Si](OCC)(OCC)OCC